FC1=C2C(=NC=NC2=CC=C1C=O)N1CC2(C1)CCN(CC2)C(=O)[O-] 2-(5-fluoro-6-formylquinazolin-4-yl)-2,7-diazaspiro[3.5]nonane-7-carboxylate